(+/-)-1-(oxetan-3-yl)ethan-1-amine O1CC(C1)[C@@H](C)N |r|